CN1C(C(=CC=2C1=C(N=NC2N[C@H](C)C2=CC(=CC=C2)C(F)F)C)C2CCN(CC2)C)=O |r| 1,8-dimethyl-3-(1-methyl-4-piperidyl)-5-[[rac-(1R)-1-[3-(difluoromethyl)phenyl]ethyl]amino]pyrido[2,3-d]pyridazin-2-one